trans-1-(4-hydroxycyclohexyl)-4-(fluorophenyl)-5-(2-methoxy-pyrimidin-4-yl)imidazole O[C@@H]1CC[C@H](CC1)N1C=NC(=C1C1=NC(=NC=C1)OC)C1=C(C=CC=C1)F